FC1=C(C=C(C=C1)NC(=O)C=1N(C=C2C1CCC2NC(OCC2=NN(C=N2)C)=O)C)C (1-Methyl-1H-1,2,4-triazol-3-yl)methyl (1-((4-fluoro-3-methylphenyl) carbamoyl)-2-methyl-2,4,5,6-tetrahydrocyclopenta[c]pyrrol-4-yl)carbamate